NC(C(C1=C(C(=CC=C1)F)F)OS(=O)(=O)C)=O methanesulfonic acid 2-amino-1-(2,3-difluorophenyl)-2-oxoethyl ester